N-((3R,4S)-4-((6-(2,6-dichloro-3,5-dimethoxyphenyl)-8-(6-oxa-2-azaspiro[3.4]octan-2-yl)pyrido[3,4-d]pyrimidin-2-yl)amino)tetrahydrofuran-3-yl)acrylamide ClC1=C(C(=C(C=C1OC)OC)Cl)C1=CC2=C(N=C(N=C2)N[C@H]2[C@H](COC2)NC(C=C)=O)C(=N1)N1CC2(C1)COCC2